tetra-tert-butyl (3S,7S,21S,24S)-28-amino-21-(4-((tert-butoxycarbonyl)amino)butyl)-5,10,19,22-tetraoxo-4,6,11,20,23-pentaazaoctacosane-1,3,7,24-tetracarboxylate NCCCC[C@H](NC([C@@H](NC(CCCCCCCNC(CC[C@H](NC(N[C@@H](CCC(=O)OC(C)(C)C)C(=O)OC(C)(C)C)=O)C(=O)OC(C)(C)C)=O)=O)CCCCNC(=O)OC(C)(C)C)=O)C(=O)OC(C)(C)C